OC1(N(CCC1)C(=O)C1CN(CCC1)CC=1C(=C(C=CC1)C1=CC=CC=C1)C)C(=O)N hydroxy-1-(1-((2-methyl-[1,1'-biphenyl]-3-yl)methyl)piperidine-3-carbonyl)pyrrolidine-2-carboxamide